C(#N)C1=CN=C(N1C)CN1C[C@H](CC1)N1C(N(C=2C1=NC=CC2)C2=CC(=C(C=C2)C2=CC=C(C=C2)C(=O)OC)O)=O Methyl (S)-4'-(3-(1-((5-cyano-1-methyl-1H-imidazol-2-yl)methyl)pyrrolidin-3-yl)-2-oxo-2,3-dihydro-1H-imidazo[4,5-b]pyridin-1-yl)-2'-hydroxy-[1,1'-biphenyl]-4-carboxylate